FC1=CC=C(C=N1)NC(=O)C1CCC1 N-(6-fluoropyridin-3-yl)cyclobutane-1-carboxamide